4-chloro-6,7-bis(2-methoxylethoxy)quinazoline 3-(6-amino-5-carbamoyl-4'-sulfamoyl-[1,1'-biphenyl]-3-yl)prop-2-yn-1-yl-2-fluorobenzoate NC1=C(C=C(C=C1C1=CC=C(C=C1)S(N)(=O)=O)C#CCOC(C1=C(C=CC=C1)F)=O)C(N)=O.ClC1=NC=NC2=CC(=C(C=C12)OCCOC)OCCOC